1-(3-(difluoromethoxy)phenyl)-3-(isoquinolin-4-yl)-2-oxoimidazolidine-4-carbonitrile FC(OC=1C=C(C=CC1)N1C(N(C(C1)C#N)C1=CN=CC2=CC=CC=C12)=O)F